OCCN1CCN(CC1)C(=O)OC(C)(C)C tertbutyl 4-(2-hydroxyethyl)piperazine-1-carboxylate